ClC=1C(=NC(=NC1)NC1=CC=C(C=C1)N=S(=O)(C)C)N1C=CC2=CC(=CC=C12)NC(C=C)=O N-[1-[5-chloro-2-[4-[[dimethyl(oxo)-λ6-sulfanylidene]amino]anilino]-pyrimidin-4-yl]indol-5-yl]prop-2-enamide